O[C@]1(CCN(CC12CCCC2)C(=O)N2[C@@H](CN(CC2)C(=O)OC(C)(C)C)C2=CC=CC=C2)CN2C=NC(=CC2=O)C=2C=NN(C2)C tert-Butyl (R)-4-((S)-10-hydroxy-10-((4-(1-methyl-1H-pyrazol-4-yl)-6-oxopyrimidin-1(6H)-yl)methyl)-7-azaspiro[4.5]decane-7-carbonyl)-3-phenylpiperazine-1-carboxylate